(3R)-3-(9H-fluoren-9-ylmethoxycarbonylamino)-5-methylhexanoate C1=CC=CC=2C3=CC=CC=C3C(C12)COC(=O)N[C@@H](CC(=O)[O-])CC(C)C